ClC1=NC=C(C(=N1)NC1=C(C(=CC=C1)CC)NS(=O)(=O)CC)Cl N-(2-((2,5-dichloropyrimidin-4-yl)amino)-6-ethylphenyl)ethanesulfonamide